4-(4-HYDROXYCHROMAN-3-YL)-2,2-DIMETHYLBUTANENITRILE OC1C(COC2=CC=CC=C12)CCC(C#N)(C)C